C(OCCSSCCOCCN1CCN(CC1)CCO[Si](C)(C)C(C)(C)C)(OC1=CC=C(C=C1)[N+](=O)[O-])=O 2-((2-(2-(4-(2-((tert-butyldimethylsilyl)oxy)ethyl)piperazin-1-yl)ethoxy)ethyl)disulfaneyl)ethyl (4-nitrophenyl) carbonate